(2S,6S)-N-[(1S)-1-cyano-2-[5-(3-methyl-2-oxo-1,3-benzoxazol-5-yl)thieno[3,2-b]thiophen-2-yl]ethyl]-6-methoxy-1,4-oxazocane-2-carboxamide C(#N)[C@H](CC1=CC2=C(S1)C=C(S2)C=2C=CC1=C(N(C(O1)=O)C)C2)NC(=O)[C@H]2OCC[C@@H](CNC2)OC